C(C)(C)C1CNCCO1 2-iso-propylmorpholine